BrC1=C(C(=CC=C1)F)C1CC(=NO1)C=1N=C(SC1)C1CCN(CC1)C(CSC=1N=NC(=CC1)C(F)(F)F)=O 1-(4-(4-(5-(2-bromo-6-fluorophenyl)-4,5-dihydroisoxazol-3-yl)thiazol-2-yl)piperidin-1-yl)-2-((6-(trifluoromethyl)pyridazin-3-yl)thio)ethan-1-one